BrC1=NC(=CC=C1O)Cl 2-bromo-6-chloro-pyridin-3-ol